ClC=1C(=NC(=NC1)NC1=C(C=C(C(=O)NC2=C(C=C(C=C2)C)F)C=C1)OC)C=1C=NN(C1)C(C)C 4-((5-chloro-4-(1-isopropyl-1H-pyrazol-4-yl)pyrimidin-2-yl)amino)-N-(2-fluoro-4-methylphenyl)-3-methoxybenzamide